C1=CC=CC2=NC3=CC=CC=C3C(=C12)CC(CC=1C2=CC=CC=C2N=C2C=CC=CC12)=O 1,3-bis(9-acridinyl)-2-oxopropane